CC(CO)(O)C 1,1-dimethyl-1,2-ethanediol